bromo-2-[(E)-2-methoxyvinyl]-N,N-dimethyl-pyrrolo[3,2-c]pyridine-1-sulfonamide BrC1=C(N(C2=C1C=NC=C2)S(=O)(=O)N(C)C)\C=C\OC